NC1=CC(=C(C(=C1)Cl)N1C(C2=CC=C(C=C2C(=C1)C(=C)C)N1N=C(N(C1=O)CC)COCC1=CC=CC=C1)=O)Cl 2-(4-amino-2,6-dichlorophenyl)-6-(3-((benzyloxy)methyl)-4-ethyl-5-oxo-4,5-dihydro-1H-1,2,4-triazol-1-yl)-4-(prop-1-en-2-yl)isoquinolin-1(2H)-one